(R)-3-(4-(2-(4-((S)-2-acetoxy-3-chloropropoxy)phenyl)propan-2-yl)-2,6-dichlorophenoxy)propane-1,2-diyl diacetate C(C)(=O)OC[C@@H](COC1=C(C=C(C=C1Cl)C(C)(C)C1=CC=C(C=C1)OC[C@@H](CCl)OC(C)=O)Cl)OC(C)=O